3-(2,6-difluorophenyl)urea FC1=C(C(=CC=C1)F)NC(N)=O